NC1CCC(CC1)C(=O)N(C)[C@H](C(F)(F)F)C1=CC=C(C=C1)Br (S)-4-amino-N-(1-(4-bromophenyl)-2,2,2-trifluoroethyl)-N-methylcyclohexane-1-carboxamide